FC=1C(=C(C=CC1)NC(=S)C=1C(NCCC1O)=O)OC N-(3-fluoro-2-methoxyphenyl)-4-hydroxy-2-oxo-5,6-dihydro-1H-pyridine-3-thiocarboxamide